S-Methyl 5-fluoro-2-((pyrazine-2-carboxamido)methyl)benzo-furan-7-carbothioate FC=1C=C(C2=C(C=C(O2)CNC(=O)C2=NC=CN=C2)C1)C(SC)=O